ditert-butyl didecanedioate C(CCCCCCCCC(=O)[O-])(=O)OC(C)(C)C.C(CCCCCCCCC(=O)[O-])(=O)OC(C)(C)C